C(C)(C)(C)OC(=O)N1CCC(CC1)C=1C=C(C[Zn+])C=CC1 (3-(1-(tert-butoxycarbonyl)piperidin-4-yl)benzyl)zinc (II)